C(C(C)C)[AlH]CC(C)C Diisobutylaluminium hydrid